O=C1NC(=NC2=CC=CC=C12)C(CC(=O)O)C 3-(4-oxo-3H-quinazolin-2-yl)butyric acid